tert-butyl-(2,5-dichloro-4-iodophenoxy)dimethylsilane C(C)(C)(C)[Si](C)(C)OC1=C(C=C(C(=C1)Cl)I)Cl